(1-methyl-6-(((3R,4R)-3-methylpiperidin-4-yl)amino)-1H-indazol-3-yl)piperidine-2,6-dione hydrochloride Cl.CN1N=C(C2=CC=C(C=C12)N[C@H]1[C@@H](CNCC1)C)N1C(CCCC1=O)=O